methoxy-8-(2-methyl-propenyl)-1-thiophen-3-yl-1,4-dihydro-chromeno[4,3-c]pyrazole-3-carboxylic acid tert-butyl-methyl-amide C(C)(C)(C)N(C(=O)C=1C2=C(N(N1)C1=CSC=C1)C=1C=C(C=CC1OC2OC)C=C(C)C)C